BrC1=NN(C(=C1)C=C(C)C)C1=CC(=NC=C1)OC1CCC1 4-(3-bromo-5-(2-methylprop-1-en-1-yl)-1H-pyrazol-1-yl)-2-cyclobutoxypyridine